BrC=1C(=NC=C(C1)Cl)C bromo-5-chloro-2-methylpyridine